4-((3,5-dicyclohexylphenyl)(methyl)amino)-2-fluorobenzamide C1(CCCCC1)C=1C=C(C=C(C1)C1CCCCC1)N(C1=CC(=C(C(=O)N)C=C1)F)C